3'-bromoacetophenone BrC=1C=C(C=CC1)C(C)=O